iodotrifluoroethene IC(=C(F)F)F